1,2-bis(5-formyl-2-methylthiophene-3-yl)perfluorocyclopentene C(=O)C1=CC(=C(S1)C)C1=C(C(C(C1(F)F)(F)F)(F)F)C1=C(SC(=C1)C=O)C